FC1(CN(CC[C@H]1NC1=NN2C(C(=N1)OC)=C(C=C2)C=2C=C1N=CC=NC1=CC2)C)F (R)-N-(3,3-Difluoro-1-methylpiperidin-4-yl)-4-methoxy-5-(quinoxalin-6-yl)pyrrolo[2,1-f][1,2,4]triazin-2-amine